C1(=CC=CC=C1)SSCC1=C(C=CC=C1)F phenyl-[(2-fluorophenyl) methyl] disulfide